ClC=1C=C(C=CC1C=1N(C2=NC=NC(=C2N1)OC1(CC1)C)CC1=CC=C(C=C1)F)CC(=O)N 2-(3-chloro-4-(9-(4-fluorobenzyl)-6-(1-methylcyclopropoxy)-9H-purin-8-yl)phenyl)acetamide